3-diphenylphosphinobenzenesulfonic acid C1(=CC=CC=C1)P(C=1C=C(C=CC1)S(=O)(=O)O)C1=CC=CC=C1